N-(2,4-difluoro-3-(5-(4-hydroxyphenyl)-1H-pyrrolo[2,3-b]pyridine-3-carbonyl)phenyl)propane-1-sulfonamide FC1=C(C=CC(=C1C(=O)C1=CNC2=NC=C(C=C21)C2=CC=C(C=C2)O)F)NS(=O)(=O)CCC